(1,1,2,2,2-pentafluoroethyl)thiazol FC(C(F)(F)F)(F)C=1SC=CN1